P(=O)(O[Si](C)(C)C)(I)F trimethylsilyl fluoroiodophosphate